tert-Butyl (2S,3R,6R)-3-(((5-chloropyridin-2-yl)amino)methyl)-2,6-dimethylmorpholine-4-carboxylate ClC=1C=CC(=NC1)NC[C@H]1N(C[C@H](O[C@H]1C)C)C(=O)OC(C)(C)C